C(/C=C/C=C/C(=O)O)C/C=C/C=C/C(=O)O The molecule is a dodecatetraenedioic acid with double bonds at positions 2, 4, 8, and 10 (all E isomer). It has a role as a metabolite.